NC=1C(=NC(=CC1)C1=CC=C(C=C1)F)NC(C1=CN=C(C=C1)C1CC1)=O N-(3-amino-6-(4-fluorophenyl)pyridin-2-yl)-6-cyclopropylnicotinamide